S1N=NC=2N=CN=CC21 1,2,3-thiadiazolo[4,5-d]pyrimidine